tert-butyl (R)-3-amino-3-(2,3-dichloro-4-tolyl)-1-pyrrolidinecarboxylate N[C@@]1(CN(CC1)C(=O)OC(C)(C)C)C1=C(C(=C(C=C1)C)Cl)Cl